ClC=1C(=CC(=NC1)OC)C1=CC(=NN1)C(=O)N1CCC(CC1)C(=O)NC1CCC(CC1)(C)O 1-(5-(5-chloro-2-methoxypyridin-4-yl)-1H-pyrazole-3-carbonyl)-N-((1s,4s)-4-hydroxy-4-methylcyclohexyl)piperidine-4-carboxamide